The molecule is a pyrrolopyrazine that is hexahydropyrrolo[1,2-a]pyrazine-1,4-dione bearing an indol-3-ylmethyl substituent at position 3 (the 3S,8aS-diastereomer, obtained by formal cyclocondensation of L-tryptophan and L-proline). It has a role as a metabolite. It is a pyrrolopyrazine, a member of indoles and a dipeptide. C1C[C@H]2C(=O)N[C@H](C(=O)N2C1)CC3=CNC4=CC=CC=C43